(1R,5S)-3-methylenespiro[bicyclo[3.2.1]octane-8,2'-[1,3]dioxolane] C=C1C[C@H]2CC[C@@H](C1)C21OCCO1